tert-butyl (3S)-4-(2-{[6-chloro-2-(methylamino)pyridin-3-yl]amino}-2-oxoethyl)-3-methylpiperazine-1-carboxylate ClC1=CC=C(C(=N1)NC)NC(CN1[C@H](CN(CC1)C(=O)OC(C)(C)C)C)=O